ClC1=C(C=C(S1)C=1C=C2C(=NC1)N(C(N2CC=2C=NC=CC2)=O)C)C 6-(5-chloro-4-methyl-2-thienyl)-3-methyl-1-(3-pyridylmethyl)imidazo[4,5-b]pyridin-2-one